7-((2R,3R,4S,5R)-5-((R)-(4-chlorophenyl)(hydroxy)methyl)-3,4-dihydroxy-4-methyltetrahydrofuran-2-yl)-1,7-dihydro-4H-pyrrolo[2,3-d]pyrimidin-4-one O-methyl oxime CON=C1C2=C(NC=N1)N(C=C2)[C@@H]2O[C@@H]([C@@]([C@H]2O)(C)O)[C@H](O)C2=CC=C(C=C2)Cl